BrC=1C(=C(C=CC1)NC(=O)C=1C=C2CCN(CC2=CN1)CCC12CCC(CC1)(C2)C(=O)O)Cl 4-(2-(6-((3-bromo-2-chlorophenyl)carbamoyl)-3,4-dihydro-2,7-naphthyridin-2(1H)-yl)ethyl)bicyclo[2.2.1]heptane-1-carboxylic acid